N,N-di-n-tridecyl-fumaric acid amide C(CCCCCCCCCCCC)N(C(\C=C\C(=O)O)=O)CCCCCCCCCCCCC